2-(4-(3-amino-5-chloropyridin-2-yl)-3-(4-chlorophenyl)piperazine-1-carboxamido)acetic acid NC=1C(=NC=C(C1)Cl)N1C(CN(CC1)C(=O)NCC(=O)O)C1=CC=C(C=C1)Cl